N-(2-(2-(((1r,4r)-4-((5'-chloro-6-(((4-cyanotetrahydro-2H-pyran-4-yl)methyl)amino)-[2,4'-bipyridin]-2'-yl)amino)cyclohexyl)amino)ethoxy)ethyl)-4-fluorobenzamide ClC=1C(=CC(=NC1)NC1CCC(CC1)NCCOCCNC(C1=CC=C(C=C1)F)=O)C1=NC(=CC=C1)NCC1(CCOCC1)C#N